[K].COC1=C(CNC2=NC=CC(=N2)C(O)=S)C=CC(=C1)OC 2-((2,4-dimethoxybenzyl)amino)pyrimidine-4-carbothioic acid potassium